4-[(oxolan-3-yl)amino]-2-[(1E)-pent-1-en-1-yl]-5H,6H,7H-pyrimido[4,5-b][1,4]oxazin-6-one O1CC(CC1)NC1=NC(=NC=2OCC(NC21)=O)\C=C\CCC